[N+](=O)([O-])C1=CC2=C(C=C(O2)C(C)O)C=C1OC1=CC(=CC=C1)OC(F)(F)F (6-nitro-5-(3-(trifluoromethoxy)phenoxy)benzofuran-2-yl)ethan-1-ol